C1(CC1)COC1=CC=C(C=C1)NC(=O)C=1C=C(C=CC1)C=1C=NC(=C(C(=O)OC)C1)C methyl 5-(3-((4-(cyclopropylmethoxy)phenyl)carbamoyl)phenyl)-2-methylnicotinate